N-(5-(6-fluoropyridin-3-yl)-2-morpholinothiazolo[4,5-b]pyridin-6-yl)-2-(2-methylpyridin-4-yl)oxazole-4-carboxamide FC1=CC=C(C=N1)C1=C(C=C2C(=N1)N=C(S2)N2CCOCC2)NC(=O)C=2N=C(OC2)C2=CC(=NC=C2)C